N,4-dimethylthiazol-2-amine CNC=1SC=C(N1)C